O1C(CCCC1)CNC(CCCCCCCC(=O)O)CCCCCCCC(=O)O 9-(((tetrahydro-2H-pyran-2-yl)methyl)amino)heptadecanedioic acid